(benzenesulfonyl)-6-(3-fluoro-5-isobutoxy-phenyl)-2-[(4S)-2,2,4-trimethylpyrrolidin-1-yl]pyridine-3-carboxamide C1(=CC=CC=C1)S(=O)(=O)C1=C(C(=NC(=C1)C1=CC(=CC(=C1)OCC(C)C)F)N1C(C[C@@H](C1)C)(C)C)C(=O)N